FC1=CC2=C(N(C(=N2)N2C[C@H]([C@@H](CC2)F)N)CC=2SC(=NN2)C)C=C1F (3R,4R)-1-(5,6-difluoro-1-((5-methyl-1,3,4-thiadiazol-2-yl)methyl)-1H-benzo[d]imidazol-2-yl)-4-fluoropiperidin-3-amine